NC(C(SC1=NC(=C(C(=C1C#N)CC)C#N)N1CCC(CC1)N)C1=CC=C(C=C1)NC(C=C)=O)=O N-(4-(2-amino-1-((6-(4-aminopiperidin-1-yl)-3,5-dicyano-4-ethylpyridin-2-yl)thio)-2-oxoethyl)phenyl)acrylamide